(S)-benzyl 5-((3-chloro-4-fluorophenyl)(methyl)carbamoyl)-2-oxo-imidazolidine-1-carboxylate ClC=1C=C(C=CC1F)N(C(=O)[C@@H]1CNC(N1C(=O)OCC1=CC=CC=C1)=O)C